The molecule is a hydroxamic acid obtained by formal condensation of the carboxy group of ibuprofen with the amino group of hydroxylamine. Used for treatment of pain and inflammation associated with musculoskeletal and joint disorders. It has a role as a non-steroidal anti-inflammatory drug, an iron chelator and a non-narcotic analgesic. It derives from an ibuprofen. CC(C)CC1=CC=C(C=C1)C(C)C(=O)NO